4-[[5-(3-tert-butyl-1,2,4-oxadiazol-5-yl)-4-[[(1S)-2-hydroxy-1-phenyl-ethyl]amino]pyrimidin-2-yl]amino]-2-chloro-N,N-dimethyl-benzamide C(C)(C)(C)C1=NOC(=N1)C=1C(=NC(=NC1)NC1=CC(=C(C(=O)N(C)C)C=C1)Cl)N[C@H](CO)C1=CC=CC=C1